ClC=1SC(=CC1CCC(=O)O)Cl 3-(2,5-dichlorothiophen-3-yl)propionic acid